(S)-2-(3-(1-Acetyl-2-methyl-1,2,3,4-tetrahydroquinolin-6-yl)phenyl)acetic acid C(C)(=O)N1[C@H](CCC2=CC(=CC=C12)C=1C=C(C=CC1)CC(=O)O)C